C(=O)O.N[C@H]1CN(CC1)C(CNC(C1=C(C=C(C=C1)NC=1C=2N(C=CN1)C(=CN2)C=2C(=NN(C2)CC#N)C(F)(F)F)Cl)=O)=O N-[2-[(3R)-3-aminopyrrolidin-1-yl]-2-oxo-ethyl]-2-chloro-4-[[3-[1-(cyanomethyl)-3-(trifluoromethyl)pyrazol-4-yl]imidazo[1,2-a]pyrazin-8-yl]amino]benzamide formate